methyl N-(4-(5-bromopyrimidin-2-yl)benzyl)-N-(4-(2-(4-methoxy-2-(trifluoromethyl)phenyl)acetamido)benzoyl)-glycinate BrC=1C=NC(=NC1)C1=CC=C(CN(CC(=O)OC)C(C2=CC=C(C=C2)NC(CC2=C(C=C(C=C2)OC)C(F)(F)F)=O)=O)C=C1